2-((trans)-5-(4-cyanophenyl)-1-(4-(trifluoromethyl)benzyl)piperidin-3-yl)acetic acid C(#N)C1=CC=C(C=C1)[C@H]1C[C@@H](CN(C1)CC1=CC=C(C=C1)C(F)(F)F)CC(=O)O